5-(((1s,3s)-3-(4-(2-(4-((2-(4H-1,2,4-triazol-4-yl)pyrimidin-4-yl)methoxy)phenyl)propan-2-yl)phenoxy)cyclobutyl)amino)-2-(2,6-dioxopiperidin-3-yl)isoindoline N=1N=CN(C1)C1=NC=CC(=N1)COC1=CC=C(C=C1)C(C)(C)C1=CC=C(OC2CC(C2)NC=2C=C3CN(CC3=CC2)C2C(NC(CC2)=O)=O)C=C1